OC(CNC(OC(C)(C)C)=O)CO tert-Butyl N-(2,3-dihydroxypropyl)carbamate